FCC1OCC(OC1)COC1=CC=C(C=C1)C=1C=C(C(NC1C(F)(F)F)=O)C(=O)N 5-(4-((5-(fluoromethyl)-1,4-dioxan-2-yl)methoxy)phenyl)-2-oxo-6-(trifluoromethyl)-1,2-dihydropyridine-3-carboxamide